N-hydroxy-3-(2-(piperidin-1-yl)phenyl)acrylamide ONC(C=CC1=C(C=CC=C1)N1CCCCC1)=O